C1=CC(=CC=C1N)OC2=CC=C(C=C2)OC3=CC=C(C=C3)OC4=CC=C(C=C4)N 4,4'-bis(4-aminophenoxy)diphenylether